5-Chloro-2-(4-chloro-5-fluoro-2-methoxybenzyl)pentanoic acid ClCCCC(C(=O)O)CC1=C(C=C(C(=C1)F)Cl)OC